N-((1R,3S)-3-((6-chloro-2-(trifluoromethyl)quinolin-4-yl)amino)cyclohexyl)-2-methylbenzamide ClC=1C=C2C(=CC(=NC2=CC1)C(F)(F)F)N[C@@H]1C[C@@H](CCC1)NC(C1=C(C=CC=C1)C)=O